CC1(OC2=CC=C(C=C2C=C1)C=CC(=O)O)C 3-(2,2-dimethyl-2H-chromen-6-yl)acrylic acid